FC(C(=NOS(=O)(=O)C(C(C(C(F)(F)F)(F)F)(F)F)(F)F)C1=CC=2CC3=CC=CC=C3C2C=C1)(C(C(C(C(F)F)(F)F)(F)F)(F)F)F 2-(2,2,3,3,4,4,5,5,6,6-decafluoro-1-(nonafluorobutylsulfonyloxyimino)hexyl)fluorene